2-((1r,5S,6S)-3-(8,8-difluoro-2-((S)-2-methylazetidin-1-yl)-5,6,7,8-tetrahydroquinazolin-4-yl)-3-azabicyclo[3.1.1]hept-6-yl)-1-(piperazin-1-yl)ethan-1-one FC1(CCCC=2C(=NC(=NC12)N1[C@H](CC1)C)N1C[C@H]2C([C@@H](C1)C2)CC(=O)N2CCNCC2)F